O1N=C(C=C1)NS(=O)(=O)C=1C=C2C=CC(N(C2=CC1)C1=C(C=C(C=C1)[C@@H]1C[C@H](C1)C(F)(F)F)OC)=O trans-(P)-N-(isoxazol-3-yl)-1-(2-methoxy-4-(3-(trifluoromethyl)cyclobutyl)phenyl)-2-oxo-1,2-dihydroquinoline-6-sulphonamide